6-(4-ethoxybenzyl)-2-[(3S,4S)-4-hydroxytetrahydro-2H-pyran-3-yl]-4,5-dimethyl-2,3-dihydro-1H-isoindol-1-one C(C)OC1=CC=C(CC2=C(C(=C3CN(C(C3=C2)=O)[C@H]2COCC[C@@H]2O)C)C)C=C1